FC1=CN=C2OC(C3C4CCC(CN3C3=NC(=C(C1=C32)C)CCC(=O)NC)N4C(=O)[O-])C 14-fluoro-9,16-dimethyl-17-[3-(methylamino)-3-oxo-propyl]-10-oxa-2,12,18,20-tetrazapentacyclo[9.7.1.14,7.02,8.015,19]icosa-1(18),11,13,15(19),16-pentaene-20-carboxylate